CC(F)F difluoroethane